2-{[2,4'-bipyrimidin]-4-yl}-3-iodo-1H,5H,6H,7H-pyrrolo[3,2-c]pyridin-4-one N1=C(N=C(C=C1)C1=C(C=2C(NCCC2N1)=O)I)C1=NC=NC=C1